ClC=1C(=CC(=C(C1)C1=CC(=CC=C1)C(CC(=O)O)NC(=O)NC=1C(N(C=C(C1O)C)C)=O)F)F 3-(5'-chloro-2',4'-difluorobiphenyl-3-yl)-3-(3-(4-hydroxy-1,5-dimethyl-2-oxo-1,2-dihydropyridin-3-yl)ureido)propionic acid